ClC=1C(=C2C(=CN1)NC(=C2)C(=O)NC2CC[Si](CCC2)(C)C)F 5-chloro-N-(1,1-dimethylsilepan-4-yl)-4-fluoro-1H-pyrrolo[2,3-c]pyridine-2-carboxamide